2-(2,6-dioxopiperidin-3-yl)-6-methyl-1-oxoisoindoline-5-carboxamide O=C1NC(CCC1N1C(C2=CC(=C(C=C2C1)C(=O)N)C)=O)=O